(S)-2-(3-butenyl)glycine C(CC=C)[C@H](N)C(=O)O